ClC1=C(C=NN(C1=O)C1CCN(CC1)S(=O)(=O)N(C(F)F)C1=C(C=C(C=C1)C#N)F)NC[C@@H]1NCCOC1 (S)-4-(5-chloro-4-((morpholin-3-ylmethyl)amino)-6-oxopyridazin-1(6H)-yl)-N-(4-cyano-2-fluorophenyl)-N-(difluoromethyl)piperidine-1-sulfonamide